C(C1=CC=CC=C1)NC(C(C1=CC(=CC=C1)N)N(C(C=C)=O)C1=CC(=C(C=C1)OC)Cl)=O N-(2-(benzylamino)-1-(3-aminophenyl)-2-oxoethyl)-N-(3-chloro-4-methoxyphenyl)acrylamide